S1C(=CC=C1)C1NCCOC1 3-(thiophen-2-yl)morpholine